(S)-2-(benzylamino)-4-methylpentanoic acid benzyl ester C(C1=CC=CC=C1)OC([C@H](CC(C)C)NCC1=CC=CC=C1)=O